ClC1=NC=C(C(=C1)C1=C(C=NC(=C1)C)C(=O)NC=1SC(=CN1)C(=O)OCC)OC ethyl 2-{2'-chloro-5'-methoxy-6-methyl-[4,4'-bipyridine]-3-amido}-1,3-thiazole-5-carboxylate